C=1N=CN2C1C1=CC=CC=C1[C@@H]2[C@@H]2[C@@H](C1=C(N=CS1)CC2)O (6R,7S)-6-((S)-5H-imidazo[5,1-a]isoindol-5-yl)-4,5,6,7-tetrahydrobenzo[d]thiazol-7-ol